ClC=1C=C(C=C(C1)Cl)C=1C=CC=C2C(=C(C=NC12)NC(=O)[C@H]1CCOC2=CC=CC=C12)N(C)C (4S)-N-[8-(3,5-dichlorophenyl)-4-(dimethylamino)-3-quinolinyl]chroman-4-carboxamide